tert-butyl (4,5-difluoro-2-hydroxyphenyl)carbamate FC1=CC(=C(C=C1F)NC(OC(C)(C)C)=O)O